N1C=NC(=C1)N E-4-imidazole-amine